2-((Diphenylmethylene)amino)-4-isopropoxybutyric acid tert-butyl ester C(C)(C)(C)OC(C(CCOC(C)C)N=C(C1=CC=CC=C1)C1=CC=CC=C1)=O